CS(=O)(=O)C=1C=C(C=CC1)C1(CC(=NC=C1C1OCCC1)NCC1=CC=C(C=C1)OC)N 4-(3-methanesulfonylphenyl)-N2-[(4-methoxyphenyl)methyl]-5-(oxolan-2-yl)pyridine-2,4-diamine